(R)-1-(4-fluorobenzyl)-1-((1-methylpyrrolidin-3-yl)methyl)-3-(4-isobutoxybenzyl)urea FC1=CC=C(CN(C(=O)NCC2=CC=C(C=C2)OCC(C)C)C[C@H]2CN(CC2)C)C=C1